C(C1=CC=CC=C1)N[C@H]1[C@@](CCC1)(O)C (1R,2R)-2-(benzylamino)-1-methylcyclopentane-1-ol